[Cl-].[Cl-].FC1=C(CC2C(=CC3=CC=CC=C23)[Zr+2]C2(C=CC=C2)CCC=C)C(=CC=C1)F (1-(2,6-difluorobenzyl)indenyl)((3-butenyl)cyclopentadienyl)zirconium dichloride